1,17-bis(7-benzo[c]acridinyl)heptadecane C1=CC=CC=2C=CC=3C(=C4C=CC=CC4=NC3C21)CCCCCCCCCCCCCCCCCC2=C1C=CC=CC1=NC=1C3=C(C=CC21)C=CC=C3